CC1(CN(C1)C(=O)[O-])C(N(C)C)=O 3-methyl-3-(dimethylcarbamoyl)azetidine-1-carboxylate